(S)-N,N-BIS(4-METHOXYBENZYL)-1-(PYRIDIN-2-YL)HEX-5-ENE-2-SULFONAMIDE COC1=CC=C(CN(S(=O)(=O)[C@H](CC2=NC=CC=C2)CCC=C)CC2=CC=C(C=C2)OC)C=C1